2-(4-cyclopropyl-3-(cyclopropylmethoxy)benzoylamino)-2-ethylbutanoic acid C1(CC1)C1=C(C=C(C(=O)NC(C(=O)O)(CC)CC)C=C1)OCC1CC1